BrC1=C2C=NN(C2=CC(=C1\C=C/CCC(=O)OC)Cl)C1OCCCC1 Methyl (Z)-5-(4-bromo-6-chloro-1-(tetrahydro-2H-pyran-2-yl)-1H-indazol-5-yl)pent-4-enoate